O=C1NC(CCC1C1=CC=C(N(C)CC(=O)OC(C)(C)C)C=C1)=O tert-Butyl 2-[4-(2,6-dioxo-3-piperidyl)-N-methyl-anilino]acetate